CC1=C2CC[C@@H](C2=CC=C1)N (S)-4-methyl-2,3-dihydro-1H-indene-1-amine